C(C)OC(CC1=NC=2C(=NC(=CC2)C2CC3CCC(C2)N3C(=O)OC(C)(C)C)N1)=O tert-butyl 3-(2-(2-ethoxy-2-oxoethyl)-3H-imidazo[4,5-b]pyridin-5-yl)-8-azabicyclo[3.2.1]octane-8-carboxylate